1-hydroxypropylammonium OC(CC)[NH3+]